COC(=O)C=1C=CC2=C(N(C(=N2)CC2=CC=C(C=3CCOC32)Br)C[C@H]3OCC3)C1 (S)-2-((4-bromo-2,3-dihydrobenzofuran-7-yl)methyl)-1-(oxetane-2-ylmethyl)-1H-benzo[d]imidazole-6-carboxylic acid methyl ester